4-isobutoxy-benzylidene-malonic acid dipropyl ester C(CC)OC(C(C(=O)OCCC)=CC1=CC=C(C=C1)OCC(C)C)=O